O-(7-aza-benzotriazol-1-yl)-N,N,N',N'-tetramethyluronium hexafluorophosphate F[P-](F)(F)(F)(F)F.N1(N=NC2=C1N=CC=C2)OC(=[N+](C)C)N(C)C